tert-butyl 2-(3-oxo-7-(trifluoromethyl)isoindolin-5-yl)pyrrolidine-1-carboxylate O=C1NCC2=C(C=C(C=C12)C1N(CCC1)C(=O)OC(C)(C)C)C(F)(F)F